C(C(C)C)[Sn](OCCCC)(OCCCC)OCCCC i-butyl-tris(butoxy)tin